C(C=C)C=1C(=CC=C2N=CC(N(C12)C)=O)F 8-Allyl-7-fluoro-1-methylquinoxalin-2(1H)-one